methyl 3-((2-bromophenyl)amino)propanoate BrC1=C(C=CC=C1)NCCC(=O)OC